FC1(CN(C1)CC1=CC=C(C=C1)C=1C=C(C=2N=CN=C(C2N1)N[C@@H]1CNCCC1)C(=O)N)C 6-[4-[(3-Fluoro-3-methylazetidin-1-yl)methyl]phenyl]-4-[(3S)-piperidin-3-ylamino]pyrido[3,2-d]pyrimidine-8-carboxamide